C(CCC)(=O)OC1C(OC(C(C1OC(CCC)=O)OC(CCC)=O)O)COC(CCC)=O 2-((butyryloxy)methyl)-6-hydroxytetrahydro-2H-pyran-3,4,5-triyl tributyrate